tert-butyl (R)-3-((4-isopropyl-3-(2-methoxy-4-((trimethylsilyl)ethynyl)phenyl)-5-oxo-4,5-dihydro-1,2,4-triazin-6-yl)amino)piperidine-1-carboxylate C(C)(C)N1C(=NN=C(C1=O)N[C@H]1CN(CCC1)C(=O)OC(C)(C)C)C1=C(C=C(C=C1)C#C[Si](C)(C)C)OC